C(=O)O.COC1=CC=C(C=C1N)N 6-methoxy-1,3-diaminobenzene formate